4-amino-5-methyl-1H-pyridin NC1=CCNC=C1C